ClC1=CC=C(C2=CC=CC=C12)C1=NC(=CC(=N1)C1=CC=CC=C1)C1=CC=CC=C1 2-(4-chloronaphthalen-1-yl)-4,6-diphenylpyrimidine